trans-1,2-diphenyl ethylene oxide C1(=CC=CC=C1)C1C(C2=CC=CC=C2)O1